6-(cyclopropylmethoxy)-N-{3-[(2-fluoroethoxy)methyl]pentan-3-yl}-5-(3-methoxyazetidin-1-yl)pyridine-2-carboxamide C1(CC1)COC1=C(C=CC(=N1)C(=O)NC(CC)(CC)COCCF)N1CC(C1)OC